The molecule is an alpha-amino-acid cation obtained by deprotonation of the carboxy group and protonation of the amino groups of (3S)-3-hydroxy-L-ornithine: major species at pH 7.3. It is a conjugate acid of a (3S)-3-hydroxy-L-ornithine. C(C[NH3+])[C@@H]([C@@H](C(=O)[O-])[NH3+])O